isoeicosanol pivalate C(C(C)(C)C)(=O)OCCCCCCCCCCCCCCCCCC(C)C